2-(4-bromophenyl)-5-bromo-8-methyl[1,2,4]triazolo[1,5-c]pyrimidine BrC1=CC=C(C=C1)C1=NN2C(=NC=C(C2=N1)C)Br